N(=NC1(C#N)CCCCC1)C1(C#N)CCCCC1 1,1'-azo-bis(hexahydrobenzonitrile)